NC1=C(C=CC(=C1)N)N 2-amino-p-phenylenediamine